6,7-Dimethoxy-3-((E)-styryl)-quinoline COC=1C=C2C=C(C=NC2=CC1OC)\C=C\C1=CC=CC=C1